1-(5-{5-[2-ethoxy-6-(trifluoromethyl)pyridin-4-yl]-7-[{[1-(methoxymethyl)cyclobutyl]methyl}(methyl)amino]-1H-imidazo[4,5-b]pyridin-2-yl}pyrazin-2-yl)piperidine-4-carboxylic acid C(C)OC1=NC(=CC(=C1)C1=CC(=C2C(=N1)N=C(N2)C=2N=CC(=NC2)N2CCC(CC2)C(=O)O)N(C)CC2(CCC2)COC)C(F)(F)F